2-(2-hydroxy-tert-butyl-hydroxyphenyl)-2H-benzotriazole OC1=C(C=CC(=C1O)C(C)(C)C)N1N=C2C(=N1)C=CC=C2